8-AZAGUANINE N1C(N)=NC=2N=NNC2C1=O